N1(C=NC=C1)C=1C=C(C(=O)NC2C3CCCC3C2OC)C=CC1 3-(1H-imidazol-1-yl)-N-(7-methoxybicyclo[3.2.0]heptan-6-yl)benzamide